alpha-isobutylamino-17beta-(1-hydroxy-1-methyl-ethyl)androst-5-en-3beta-ol C(C(C)C)NC[C@@]12[C@H](CC[C@H]1[C@@H]1CC=C3C[C@H](CC[C@]3(C)[C@H]1CC2)O)C(C)(C)O